NC=1C2=C(N=CN1)N(C=C2C2=CC=C(C=1N2C=CN1)NC(=O)NC1=CC(=C(C=C1)CN1CCN(CC1)C)C(F)(F)F)C(C)C 1-(5-(4-amino-7-isopropyl-7H-pyrrolo[2,3-d]pyrimidin-5-yl)imidazo[1,2-a]pyridin-8-yl)-3-(4-((4-methylpiperazin-1-yl)methyl)-3-(trifluorometh-yl)phenyl)urea